4-(isothiocyanatophenyl)-1H-1,2,4-triazole N(=C=S)C1=C(C=CC=C1)N1C=NNC1